NC1=C(C#N)C=C(C=C1)N=NC1=CC=C(C=C1)N 2-amino-5-((4-aminophenyl)AZO)benzonitrile